3,5-distearylthiotriazolylamine C(CCCCCCCCCCCCCCCCC)SN1N=NC(=C1N)SCCCCCCCCCCCCCCCCCC